C(C1=CC=CC=C1)OC1=CC=C(C(=N1)Cl)C(=O)N(C)C1CC=CC1 6-(benzyloxy)-2-chloro-N-(cyclopent-3-en-1-yl)-N-methylpyridine-3-carboxamide